(E)-N-(4-((4-(Dimethylamino)phenyl)diazenyl)-3-methoxyphenyl)picolinamide CN(C1=CC=C(C=C1)/N=N/C1=C(C=C(C=C1)NC(C1=NC=CC=C1)=O)OC)C